(1-(benzo[c]isothiazol-3-yl)piperidin-4-yl)-1-methyl-1H-imidazole-4-carboxamide N=1SC(=C2C1C=CC=C2)N2CCC(CC2)C=2N(C=C(N2)C(=O)N)C